[7-(2,6-dioxo-3-piperidyl)-2-naphthyl]carbamate O=C1NC(CCC1C1=CC=C2C=CC(=CC2=C1)NC([O-])=O)=O